[K].CO[C@H]1[C@@H](O[C@@H]([C@H]1O)CO)N1C(=O)N=C(N)C=C1 O-methyl-cytidine potassium